[(R)-8-(6-methoxy-pyridin-2-yl)-2,3-dihydro-benzo[1,4]dioxin-2-ylmethyl]-amid COC1=CC=CC(=N1)C1=CC=CC2=C1O[C@@H](CO2)C[NH-]